CN1CC2(CC1)CN(C1=CC=CC=C12)S(=O)(=O)CC1=CC=CC=C1 methyl-1-phenylmethanesulfonyl-1,2-dihydrospiro[indole-3,3'-pyrrolidine]